C(#N)C1=CC(=C(C=C1)[C@H]1COC2=C(O1)C=CC=C2C2CCN(CC2)CC2=NC1=C(N2C)C=C(C=C1OC(F)F)C(=O)O)F (S)-2-((4-(2-(4-Cyano-2-fluorophenyl)-2,3-dihydrobenzo[b][1,4]dioxin-5-yl)piperidin-1-yl)methyl)-4-(difluoromethoxy)-1-methyl-1H-benzo[d]imidazole-6-carboxylic acid